C1(CC1)C=1C=NN2C1N=C(C=C2)C2=CNC=1N=C(N=CC12)NCC(F)(F)F 5-(3-cyclopropylpyrazolo[1,5-a]pyrimidin-5-yl)-N-(2,2,2-trifluoroethyl)-7H-pyrrolo[2,3-d]pyrimidin-2-amine